Cl.N[C@@H](C(=O)OC)C methyl (R)-2-aminopropionate hydrochloride